C/C(=C/CO)/CCC=C(C)C (Z)-3,7-Dimethyl-2,6-octadien-1-ol